tert-butyl (2S,3S)-3-((tert-butyldimethylsilyl)oxy)-2-(m-tolylcarbamoyl)pyrrolidine-1-carboxylate [Si](C)(C)(C(C)(C)C)O[C@@H]1[C@H](N(CC1)C(=O)OC(C)(C)C)C(NC=1C=C(C=CC1)C)=O